1-(2-fluoro-4-(5-(trifluoromethyl)-1,2,4-oxadiazol-3-yl)phenyl)-2-((4-methylbenzyl)thio)ethan-1-one FC1=C(C=CC(=C1)C1=NOC(=N1)C(F)(F)F)C(CSCC1=CC=C(C=C1)C)=O